COC1=CC=C(C=C1)C=1C=CC=2C(C3=CC=C(C=C3C2C1)C1=CC=C(C=C1)OC)=O 3,6-bis(4-methoxyphenyl)-9H-fluoren-9-one